C1(=CC=CC=C1)NC(=O)NC1=CN=NS1 phenyl-N'-1,2,3-thiadiazol-5-yl-urea